2-benzyl (2R,4S)-4-(3-bromobenzyl)-5-hydroxypyrrolidine-1,2-dicarboxylate BrC=1C=C(C[C@H]2C[C@@H](N(C2O)C(=O)[O-])C(=O)OCC2=CC=CC=C2)C=CC1